ClC=1C=CC=C2C=CC=C(C12)N1CC=2N=C(N=C(C2CC1)OC)OCC12CCCN2CC(C1)F 7-(8-chloronaphthalen-1-yl)-2-((2-fluorotetrahydro-1H-pyrrolizin-7a(5H)-yl)methoxy)-4-methoxy-5,6,7,8-tetrahydropyrido[3,4-d]pyrimidine